1,5-bis(benzyloxy)-2-bromo-3-fluorobenzene C(C1=CC=CC=C1)OC1=C(C(=CC(=C1)OCC1=CC=CC=C1)F)Br